2-isopropylamino-3-phenylcyclopropanone C(C)(C)NC1C(C1C1=CC=CC=C1)=O